C(C)(C)OC=1C=C(C(=O)O)C=CC1[N+](=O)[O-] 3-isopropoxy-4-nitrobenzoic acid